(3S)-3-(8-{4-fluoro-2-[(isopropyl)carbamoyl]phenyl}-3-methylimidazo[1,5-a]pyridin-6-yl)pyrrolidine-1-carboxylic acid tert-butyl ester C(C)(C)(C)OC(=O)N1C[C@@H](CC1)C=1C=C(C=2N(C1)C(=NC2)C)C2=C(C=C(C=C2)F)C(NC(C)C)=O